FC1=C(C=CC=C1)S(=O)(=O)C1=CC(=C(C)C=C1)F (E)-1-fluoro-2-(2-fluoro-p-toluenesulfonyl)benzene